C(CC(OCC)=N)(OCC)=N diethyl malonimidate